(1R,2S,3R,5S)-3-(4-amino-7H-pyrrolo[2,3-d]pyrimidin-7-yl)-5-(2-((S)-2-isopropyl-2,3-dihydro-1H-pyrrolo[2,3-b]quinolin-7-yl)ethyl)cyclopentane-1,2-diol NC=1C2=C(N=CN1)N(C=C2)[C@H]2[C@@H]([C@@H]([C@H](C2)CCC2=CC=C1C=C3C(=NC1=C2)N[C@@H](C3)C(C)C)O)O